C(C)OC(=O)C=1N=CN(C1)CC1=C(C=C(C=C1)N1CC2CC2C1)C=C 1-[(4-{3-azabicyclo[3.1.0]hex-3-yl}-2-vinylphenyl)methyl]-1H-imidazole-4-carboxylic acid ethyl ester